cis-1-(2-acetylhydrazine-1-carbonyl)-N-(3-(5-fluoropyrimidin-2-yl)-4-(trifluoromethyl)phenyl)-3-methyl-6-azabicyclo[3.1.1]heptane-6-carboxamide C(C)(=O)NNC(=O)C12CC(CC(N1C(=O)NC1=CC(=C(C=C1)C(F)(F)F)C1=NC=C(C=N1)F)C2)C